2-(4-methoxy-3-nitrophenyl)-2-methylpropylamine COC1=C(C=C(C=C1)C(CN)(C)C)[N+](=O)[O-]